2-(3β-(Tert-butyldimethylsilyloxy)-androst-5-en-17β-yloxy)-ethyl para-toluenesulfonate CC1=CC=C(C=C1)S(=O)(=O)OCCO[C@@H]1[C@]2(C)[C@@H](CC1)[C@@H]1CC=C3C[C@H](CC[C@]3(C)[C@H]1CC2)O[Si](C)(C)C(C)(C)C